5-(2-(3-(ethoxymethyl)-3-(2-(5-fluorothiophen-2-yl)-2-methyl-propyl)pyrrolidin-1-yl)propan-2-yl)-2-methylpyridine C(C)OCC1(CN(CC1)C(C)(C)C=1C=CC(=NC1)C)CC(C)(C)C=1SC(=CC1)F